(5S,8S)-5-fluoro-N-(3-fluoro-2-(trifluoromethyl)benzyl)-8-hydroxy-5,6,7,8-tetrahydroquinoline-5-carboxamide F[C@@]1(C=2C=CC=NC2[C@H](CC1)O)C(=O)NCC1=C(C(=CC=C1)F)C(F)(F)F